2,2-difluoro-3,5-bis(4-fluorophenyl)-1-phenylpent-4-en-1-one FC(C(=O)C1=CC=CC=C1)(C(C=CC1=CC=C(C=C1)F)C1=CC=C(C=C1)F)F